ClC1=CC=C(C=C1)B(O)O 4-Chlorobenzeneboronic Acid